FC(C(=O)O)(F)F.COC1=CC=C(C=N1)CNC[C@@H]1CNCCC1 (S)-1-(6-Methoxypyridin-3-yl)-N-(piperidin-3-ylmethyl)methanamine 2,2,2-trifluoroacetate